OC=1C(=CC=2C(C3=CC=CC=C3C(C2C1O)=O)=O)NS(=O)(=O)C1=CC=C(C=C1)I N-(3,4-dihydroxy-9,10-dioxo-9,10-dihydroanthracene-2-yl)-4-iodobenzenesulfonamide